C(=C)[Si](C)(C)C(C)(C)C vinyl-tertiary butyl-dimethylsilane